CC(C)(C)OP(=O)(OCCl)OC(C)(C)C di-tert-butyl(chloromethyl)phosphate